5-[2-(3-ethynyl-2-formylphenoxy)acetamido]-2H-pyrazol-3-ylcyclopentyl N-isopropylcarbamate C(C)(C)NC(OC1(CCCC1)C=1NN=C(C1)NC(COC1=C(C(=CC=C1)C#C)C=O)=O)=O